NCC1CCN(CC1)C(=O)N1CCN2C=C(C3=CC(=CC(=C23)C1)F)C=1C(NC(C1C1=CN=C2N1C=CC=C2)=O)=O 3-(2-(4-(aminomethyl)piperidine-1-carbonyl)-9-fluoro-1,2,3,4-tetrahydro-[1,4]diazepino[6,7,1-hi]indol-7-yl)-4-(imidazo[1,2-a]pyridin-3-yl)-1H-pyrrole-2,5-dione